Tert-butyl 4-(2-(2,6-dioxopiperidin-3-yl)-1,3-dioxoisoindolin-5-yl)-3,6-dihydropyridine-1(2H)-carboxylate O=C1NC(CCC1N1C(C2=CC=C(C=C2C1=O)C=1CCN(CC1)C(=O)OC(C)(C)C)=O)=O